4-{5-[(Z)-(2-imino-4-oxo-1,3-thiazolidin-5-ylidene)methyl]furan-2-yl}benzenesulfonamide N=C1S\C(\C(N1)=O)=C/C1=CC=C(O1)C1=CC=C(C=C1)S(=O)(=O)N